2-amino-5-{2-[(1S)-1-cyclopropylethyl]-7-[(3R)-3-hydroxypyrrolidin-1-yl]-1-oxo-2,3-dihydro-1H-isoindol-5-yl}-N-[cis-4-hydroxy-4-methylcyclohexyl]pyrazolo[1,5-a]pyrimidine-3-carboxamide NC1=NN2C(N=C(C=C2)C=2C=C3CN(C(C3=C(C2)N2C[C@@H](CC2)O)=O)[C@@H](C)C2CC2)=C1C(=O)NC1CCC(CC1)(C)O